(S)-5-(5-methyl-3-((tetrahydrofuran-3-yl)amino)-1,2,4-triazine-6-yl)benzothiophene-4-ol CC=1N=C(N=NC1C1=CC=C2C(C=CS2)=C1O)N[C@@H]1COCC1